2-(2-Aminopyridin-3-yl)-1-(4-((4-((2-cyanopyrimidin-4-yl)amino)piperidin-1-yl)methyl)phenyl)-1H-imidazo[4,5-b]pyrazine-5,6-dicarbonitrile NC1=NC=CC=C1C1=NC=2C(=NC(=C(N2)C#N)C#N)N1C1=CC=C(C=C1)CN1CCC(CC1)NC1=NC(=NC=C1)C#N